C(CCC)[Si](C1=CC=C(C=C1)P(N(P(C1=CC=CC=C1)C1=C(C=CC=C1)OC)C1=CC=CC=C1)C1=CC=C(C=C1)[Si](CCCC)(CCCC)CCCC)(CCCC)CCCC N-(bis(4-(tributylsilyl)phenyl)phosphaneyl)-1-(2-methoxyphenyl)-N,1-diphenylphosphanamine